[Si](C1=CC=CC=C1)(C1=CC=CC=C1)(C(C)(C)C)OC\C=C/CO (Z)-4-((tert-butyldiphenylsilyl)oxy)but-2-en-1-ol